CC1=C2COC(C2=CC=C1[C@@H]1CNCCO1)=O (R)-4-methyl-5-(morpholin-2-yl)isobenzofuran-1(3H)-one